N-(2-(azetidin-1-yl)ethyl)-4-((2R,4r,6S)-2-cyano-7-((5-methoxy-7-methyl-1H-indol-4-yl)methyl)-7-azaspiro[3.5]nonan-6-yl)benzamide N1(CCC1)CCNC(C1=CC=C(C=C1)[C@@H]1CC2(CC(C2)C#N)CCN1CC1=C2C=CNC2=C(C=C1OC)C)=O